(2-cyano-2-(2-(3,5-dibromo-4-(4-hydroxy-3-isopropenylphenoxy)phenyl)hydrazono)acetyl)carbamate C(#N)C(C(=O)NC([O-])=O)=NNC1=CC(=C(C(=C1)Br)OC1=CC(=C(C=C1)O)C(=C)C)Br